3-(piperazin-1-yl)-6,7,7a,8,10,11-hexahydro-9H-pyrazino[1,2-d]pyrido[3,2-b][1,4]oxazepin N1(CCNCC1)C1=CC=2OCCC3N(C2N=C1)CCNC3